4-((4-aminophenyl)thio)-2-butylaniline NC1=CC=C(C=C1)SC1=CC(=C(N)C=C1)CCCC